isopropyl ((1S,3S)-1-(2-chlorophenyl)-3-hydroxy-2-oxocyclohexyl)carbamate ClC1=C(C=CC=C1)[C@@]1(C([C@H](CCC1)O)=O)NC(OC(C)C)=O